ClC1=C(C=C2C(=CNC2=C1F)S(=O)(=O)Cl)F 6-chloro-5,7-difluoro-1H-indole-3-sulfonyl chloride